4-((2-Bromophenoxy)methyl)-N,N-dimethyl-1H-imidazole-1-sulfonamide BrC1=C(OCC=2N=CN(C2)S(=O)(=O)N(C)C)C=CC=C1